N-[(3S)-3-Aminopyrrolidin-1-yl]sulfonyl-6-(2-isopropoxyphenyl)-2-[(4S)-2,2,4-trimethylpyrrolidin-1-yl]pyridin-3-carboxamid N[C@@H]1CN(CC1)S(=O)(=O)NC(=O)C=1C(=NC(=CC1)C1=C(C=CC=C1)OC(C)C)N1C(C[C@@H](C1)C)(C)C